3-(1-(3-bromophenyl)-3-methylcyclobutyl)-1,4-dimethyl-1H-pyrazole BrC=1C=C(C=CC1)C1(CC(C1)C)C1=NN(C=C1C)C